P(O)(=O)(OP(=O)(O)OP(=O)(O)O)OC[C@@H]1[C@H](C[C@@H](O1)N1C(=O)N=C(N)C(=C1)C)O 5-methyl-2'-deoxycytidine-5'-triphosphate